COC(=O)[C@@H]1N(CC(C1)N)C(=O)OC(C)(C)C (2R)-4-aminopyrrolidine-1,2-dicarboxylic acid 1-(tert-butyl) 2-methyl ester